3-hydroxy-3-(2-oxo-2-(pyrid-2-yl)ethyl)indol-2-one OC1(C(NC2=CC=CC=C12)=O)CC(C1=NC=CC=C1)=O